FC1=C(CN2C=NC(=C2)NC(C(C)N2C[C@H](C(CC2)(F)F)C2=CC=[N+](C=C2)[O-])=O)C=CC(=C1)F 4-((3R)-1-(1-((1-(2,4-difluorobenzyl)-1H-imidazol-4-yl)amino)-1-oxopropan-2-yl)-4,4-difluoropiperidin-3-yl)pyridine 1-oxide